6-tertiary butyl-paracetamol C(C)(C)(C)C1=CC(=CC=C1NC(=O)C)O